2-(4-chlorophenyl)-4-(methoxymethyl)-4-methyl-4H-benzo[d][1,3]oxazine ClC1=CC=C(C=C1)C=1OC(C2=C(N1)C=CC=C2)(C)COC